C1(CCCCC1)NS(=O)(=O)C=1C=CC(=C(C(=O)NC2=CC(=CC=C2)NS(=O)(=O)C)C1)C 5-(N-cyclohexylsulfamoyl)-2-methyl-N-(3-(methylsulfonamido)phenyl)benzamide